NC1=NN2C(C(=CC(=C2)OC)Cl)=C1C#N 2-amino-4-chloro-6-methoxypyrazolo[1,5-a]Pyridine-3-nitrile